FC(F)SC=1C=C2N(N1)[C@H](C[C@H]2F)C2=CC=CC=C2 cis-2-(difluoromethylsulfanyl)-4-fluoro-6-phenyl-5,6-dihydro-4H-pyrrolo[1,2-b]pyrazole